COC(=O)C1=CC=C(C=2CCOC21)N 4-amino-2,3-dihydro-1-benzofuran-7-carboxylic acid methyl ester